C([C@@H](C(=O)O)N)SS S-thiocystine